C(CCCC)OCC(C)O Propylenglycol mono-n-pentyl ether